S1C2=C(C=C1C1=C(C(=C(C=C1CCCCC)O)C1=CC(=CC=C1)C)O)C=CC=C2 3-(benzo[b]thiophen-2-yl)-3'-methyl-4-pentyl-[1,1'-biphenyl]-2,6-diol